ClC=1C(=NC(=NC1)N[C@H]1[C@@H](COCC1)O)C1=CC2=C(N=C3N2CCN3C(=O)OC)C(=C1)F methyl 6-(5-chloro-2-(((3S,4R)-3-hydroxytetrahydro-2H-pyran-4-yl)amino)pyrimidin-4-yl)-8-fluoro-2,3-dihydro-1H-benzo[d]imidazo[1,2-a]imidazole-1-carboxylate